5-nitro-2-(trifluoromethyl)-1H-benzo[d]imidazole-7-carboxylic acid [N+](=O)([O-])C1=CC2=C(NC(=N2)C(F)(F)F)C(=C1)C(=O)O